1-hydroxy-2-isopropyl-5-methyl-benzene OC1=C(C=CC(=C1)C)C(C)C